7-((pyridazin-3-yl)methoxy)-1,2,3,4-tetrahydroisoquinoline N1=NC(=CC=C1)COC1=CC=C2CCNCC2=C1